C(C)OC1=C(N(C=C1)CC1=CC(=NC=C1)F)C(=O)N ethoxy-1-((2-fluoropyridin-4-yl)methyl)-1H-pyrrole-2-carboxamide